ClC1=CC=CC(=N1)C1=NC(=NC(=N1)NC=1C=NC=C(C1)F)NC(C)C (6-chloropyridin-2-yl)-N2-(5-fluoropyridin-3-yl)-N'-isopropyl-1,3,5-triazine-2,4-diamine